2-dimethylamino-4-methylcarboxymethyl-1,3-dimethylimidazolinium CN(C1[N+](CC(N1C)C)(C)CC(=O)O)C